O1CC(C1)N1CCC(CC1)N1CC=CC2=CC=CC=C12 N-(1-(oxetan-3-yl)piperidin-4-yl)quinoline